NC1=NNC=C1C=1C=C2C(=CN(C(C2=CC1)=O)CC=1C=C(C(=O)NC)C=CC1)CC(C)O 3-((6-(3-amino-1H-pyrazol-4-yl)-4-(2-hydroxypropyl)-1-oxoisoquinolin-2(1H)-yl)methyl)-N-methylbenzamide